N[C@H](C1=NC2=C(N1COCC[Si](C)(C)C)C=CC(=C2F)C2(CCOCC2)C(=O)N2CC(C2)(F)F)C2CCC(CC2)(F)F (4-{2-[(S)-amino(4,4-difluorocyclohexyl)methyl]-4-fluoro-1-(2-trimethylsilyl-ethoxymethyl)benzimidazol-5-yl}tetrahydropyran-4-yl)(3,3-difluoroazetidin-1-yl)-methanone